2,3-diisobutyl-2-cyano-butanedioic acid-1-ethyl-4-n-butyl ester C(C)CCCCOC(C(C(C(=O)O)CC(C)C)(C#N)CC(C)C)=O